2-((cis)-4-(((S)-5-(ethoxycarbonyl)-6-(3-fluoro-2-methylphenyl)-2-(thiazol-2-yl)-3,6-dihydropyrimidin-4-yl)methyl)-6,6-difluorohexahydropyrrolo[3,2-b]pyrrol-1(2H)-yl)propionic acid C(C)OC(=O)C1=C(NC(=N[C@H]1C1=C(C(=CC=C1)F)C)C=1SC=CN1)CN1CC([C@@H]2N(CC[C@@H]21)C(C(=O)O)C)(F)F